5-bromo-2-aminobenzoic acid ethyl ester diazide [N-]=[N+]=[N-].[N-]=[N+]=[N-].C(C)OC(C1=C(C=CC(=C1)Br)N)=O